Bis-(4-hydroxyphenyl)sulfid OC1=CC=C(C=C1)SC1=CC=C(C=C1)O